ClC=1C(N(C(C1Cl)O)CCC)=O 3,4-Dichloro-5-hydroxy-1-propyl-1,5-dihydro-pyrrol-2-one